2-(5-{cyclopentyl[(1R,2R,3S,5S)-2-fluoro-8-azabicyclo[3.2.1]octan-3-yl]amino}pyrazin-2-yl)-4-fluoro-5-(1-methyl-1H-pyrazol-4-yl)phenol C1(CCCC1)N(C=1N=CC(=NC1)C1=C(C=C(C(=C1)F)C=1C=NN(C1)C)O)[C@@H]1[C@@H]([C@H]2CC[C@@H](C1)N2)F